Cl.C1(=CC=CC2=CC=CC=C12)OC1CNC1 3-(naphthalen-1-yloxy)azetidine hydrochloride